2-(((S)-1-(1H-tetrazol-1-yl)propan-2-yl)oxy)-4-(2-((3-(2-cyanoethoxy)-1-((1r,4r)-4-morpholinocyclohexyl)-1H-pyrazol-4-yl)amino)pyrimidin-5-yl)benzonitrile N1(N=NN=C1)C[C@H](C)OC1=C(C#N)C=CC(=C1)C=1C=NC(=NC1)NC=1C(=NN(C1)C1CCC(CC1)N1CCOCC1)OCCC#N